hexahydro-1H-pyrrolizine-2,6-diol C1C(CN2CC(CC12)O)O